N1,N1,N2,N2-tetramethylcyclohexane-1,2-diamine CN(C1C(CCCC1)N(C)C)C